6-fluoro-2,3,4,9-tetrahydro-1H-carbazol-1-amine FC=1C=C2C=3CCCC(C3NC2=CC1)N